NC[C@@H](CN[C@@H](CNCCO)[C@H](C)O)NCC(NC[C@@H](N(C[C@@H](CCCCCCC)C)C)CCC)C1C2CCC(C1)C2 (6S,9S,15S,18R,19R)-9-(aminomethyl)-12-(exo-bicyclo[2.2.1]heptan-2-yl)-19-hexyl-6-((S)-1-hydroxyethyl)-16,18-dimethyl-15-propyl-1-oxa-4,7,10,13,16-pentaazanonadecan